1-((2R,4S,5R)-4-hydroxy-5-(hydroxymethyl)tetrahydrofuran-2-yl)-3-methylpyrimidine-2,4(1H,3H)-dione O[C@H]1C[C@@H](O[C@@H]1CO)N1C(N(C(C=C1)=O)C)=O